OCC#C[Na] 3-hydroxy-1-propynyl-sodium